FC=1C=C(C=CC1)S(=O)(=O)N1CCCC2=CC=C(C=C12)C(=O)NC1=CC=C(C(=O)O)C=C1 4-{[1-(3-fluoro-benzenesulfonyl)-1,2,3,4-tetrahydro-quinoline-7-carbonyl]-amino}-benzoic acid